ClC=1C(=C(C=CC1)N(CC(=O)N)C(C)C)C=O 2-[(3-CHLORO-2-FORMYLPHENYL)(PROPAN-2-YL)AMINO]ACETAMIDE